C1(CCC1)C[C@H](C(=O)N1CC([C@@](CC1)(O)CN1C(C=C(C(=C1)C(=O)N1CCNCC1)C1=C(C=CC=C1)F)=O)(C)C)C 1-(((R)-1-((R)-3-cyclobutyl-2-methylpropanoyl)-4-hydroxy-3,3-dimethylpiperidin-4-yl)methyl)-4-(2-fluorophenyl)-5-(piperazine-1-carbonyl)pyridin-2(1H)-one